2-((Benzyloxy)methyl)-4-chloro-7-methoxy-6-(4-methoxytetrahydro-2H-pyran-4-yl)quinazolineferulic acid (ferulate) C(\C=C\C1=CC(OC)=C(O)C=C1)(=O)O.C(C1=CC=CC=C1)OCC1(NC2=CC(=C(C=C2C(=N1)Cl)C1(CCOCC1)OC)OC)C1=CC(=C(C=C1/C=C/C(=O)O)OC)O